FC1=C(C=C(C=C1)C1=C(N=C(C2=CC(=CC=C12)O)/C(=C/C(=O)O)/C)C(C)C)C (E)-3-(4-(4-fluoro-3-methylphenyl)-7-hydroxy-3-isopropylisoquinolin-1-yl)but-2-enoic acid